Methyl (4S)-4-((tert-butyldimethylsilyl)oxy)-6-((R)-tert-butylsulfinyl)-5-(((S)-tert-butylsulfinyl)amino)-6-(p-tolyl)hexanoate [Si](C)(C)(C(C)(C)C)O[C@@H](CCC(=O)OC)C(C(C1=CC=C(C=C1)C)[S@@](=O)C(C)(C)C)N[S@@](=O)C(C)(C)C